8-bromo-N-[1-[3-(triazol-2-yl)pyrazin-2-yl]ethyl]-6-(trifluoromethoxy)quinazolin-4-amine BrC=1C=C(C=C2C(=NC=NC12)NC(C)C1=NC=CN=C1N1N=CC=N1)OC(F)(F)F